2-((trifluoromethoxy)methyl)indoline-1-carboxamide FC(OCC1N(C2=CC=CC=C2C1)C(=O)N)(F)F